2'-chloro-5'-methoxy-6-methyl-N-(5-((3-methyloxetan-3-yl)methoxy)-1,3,4-thiadiazol-2-yl)-(4,4'-bipyridine)-3-carboxamide ClC1=NC=C(C(=C1)C1=C(C=NC(=C1)C)C(=O)NC=1SC(=NN1)OCC1(COC1)C)OC